N-decyl-N'-dodecylurea C(CCCCCCCCC)NC(=O)NCCCCCCCCCCCC